Cl.OCCCCCCC[NH-] N-hydroxyheptylamide hydrochloride